FC(C=1C=C(OC2CCN(CC2)C(=O)N2C[C@@H]3[C@@H](OCC(N3)=O)CC2)C=CC1)(F)F (4aR,8aS)-6-[4-[3-(trifluoromethyl)phenoxy]piperidine-1-carbonyl]-4,4a,5,7,8,8a-hexahydropyrido[4,3-b][1,4]oxazin-3-one